ClC1=C(C=C2CCN(CC2=C1)C(C(F)(F)F)=O)[N+](=O)[O-] 1-(7-chloro-6-nitro-3,4-dihydroisoquinolin-2(1H)-yl)-2,2,2-trifluoroethanone